N-(4-(2-(4-(methyl-((trans)-4-((N-methylsulfamoyl)methyl)cyclohexyl)amino)-7H-pyrrolo[2,3-d]pyrimidin-7-yl)-2-oxoethyl)phenyl)acetamide CN(C=1C2=C(N=CN1)N(C=C2)C(CC2=CC=C(C=C2)NC(C)=O)=O)[C@@H]2CC[C@H](CC2)CS(NC)(=O)=O